ClC1=CC(=C(N=N1)C(=O)NN)NCC1CN(CCO1)C(=O)OC(C)(C)C tert-butyl 2-((6-chloro-3-(hydrazinecarbonyl)pyridazin-4-ylamino)methyl)morpholine-4-carboxylate